C(C)(C)(C)OC(=O)N1CCC(CC1)C(=O)N1CCN(CC1)C(C1=C(C=C(C=C1)N)Cl)=O 4-[4-(4-amino-2-chloro-benzoyl)piperazine-1-carbonyl]piperidine-1-carboxylic acid tert-butyl ester